phenethyl-(trimethoxy)silane C(CC1=CC=CC=C1)[Si](OC)(OC)OC